CC=1N=C2N(C=C(C=C2C(F)(F)F)C=O)C1 (2-methyl-8-(trifluoromethyl)imidazo[1,2-a]pyridin-6-yl)methanone